ClC(C(=O)O[Na])F (2-chloro-2-fluoro-acetyl)oxysodium